ClC1=CC=C(C(=N1)N)C1=CC=NC=C1 6-chloro-3,4-bipyridyl-2-amine